CN1N=NC2=C1C=CC(=C2C)[C@@H](CC(=O)O)C=2C=C(C1=C(C=CS1)C2)CN2C[C@H](OC1=C(C2)N=C(C=C1)O)C (3S)-3-(1,4-dimethyl-1H-benzotriazol-5-yl)-3-(7-{[(2R)-7-hydroxy-2-methyl-2,3-dihydropyrido[2,3-f][1,4]oxazepin-4(5H)-yl]methyl}-1-benzothiophen-5-yl)propanoic acid